5-(2-(4-(1-((1r,3r)-3-aminocyclobutyl)-1H-pyrazol-4-yl)phenyl)propan-2-yl)-3-chloro-2-(2-chloroethoxy)benzonitrile NC1CC(C1)N1N=CC(=C1)C1=CC=C(C=C1)C(C)(C)C=1C=C(C(=C(C#N)C1)OCCCl)Cl